ClC1=C(C=C2C(=NC(N3C2=C1SC[C@@H](C3)C3=C(C=NC=C3)F)=O)N3C[C@@H](N([C@@H](C3)C)C(=O)OC(C)(C)C)C)C(F)(F)F tert-butyl (2S,6R)-4-((R)-11-chloro-3-(3-fluoropyridin-4-yl)-6-oxo-10-(trifluoromethyl)-3,4-dihydro-2H,6H-[1,4]thiazepino[2,3,4-ij]quinazolin-8-yl)-2,6-dimethylpiperazine-1-carboxylate